ClC=1C=NC=C(C1CC1=CN=C(N1)CC(F)(F)F)Cl 3,5-dichloro-4-((2-(2,2,2-trifluoroethyl)-1H-imidazol-5-yl)methyl)pyridine